1H-pyrazole-1-thioamide N1(N=CC=C1)C(N)=S